(S)-(4-(7-chloropyrazolo[1,5-a]pyridin-2-yl)-6,7-dihydro-1H-imidazo[4,5-c]pyridin-5(4H)-yl)(4-methyloxazol-5-yl)methanone ClC1=CC=CC=2N1N=C(C2)[C@H]2N(CCC1=C2N=CN1)C(=O)C1=C(N=CO1)C